5-[2-(2-{[(2-fluorophenyl)(methyl)oxo-λ6-sulfanylidene]amino}phenyl)ethynyl]pyridine-2-carboxylic acid FC1=C(C=CC=C1)S(=O)(C)=NC1=C(C=CC=C1)C#CC=1C=CC(=NC1)C(=O)O